C(C)(C)(C)OC(N(C)C1CN(CC1)C1=CC2=C(N(C(N2C)=O)C2C(NC(CC2)=O)=O)C=C1)=O {1-[1-(2,6-Dioxopiperidin-3-yl)-3-methyl-2-oxo-1,3-benzodiazol-5-yl]pyrrolidin-3-yl}-N-methylcarbamic acid tert-butyl ester